5-(5-ethyl-octahydro-4,7-methyleneinden-5-yloxycarbonyl)-bicyclo[2.2.1]Hept-2-ene C(C)C1(C2C3CCCC3C(C1)C2)OC(=O)C2C1C=CC(C2)C1